O4-benzyl O1-tert-butyl 2-methoxypiperazine-1,4-dicarboxylate COC1N(CCN(C1)C(=O)OCC1=CC=CC=C1)C(=O)OC(C)(C)C